6-((3-(bromomethyl)oxolan-3-yl)methyl)-2-oxo-6-azaspiro[3.4]octane-7-carboxylic acid ethyl ester C(C)OC(=O)C1N(CC2(CC(C2)=O)C1)CC1(COCC1)CBr